1-trimethoxysilyl-6-(diethylamino)(triethoxysilylpropylamino)methylsilylhexane CO[Si](C(CCCCCN(CC)CC)[SiH2]CNCCC[Si](OCC)(OCC)OCC)(OC)OC